CC1=CC=C(C=C1)C1=CC(=CC(=C1)O)O 4'-Methyl-1,1'-biphenyl-3,5-diol